ethyl 2-((2-((4-chlorophenyl)amino)-2-oxoethyl)thio)-1H-imidazole-4-carboxylate ClC1=CC=C(C=C1)NC(CSC=1NC=C(N1)C(=O)OCC)=O